FC(C1CCC(CO1)CNCC)(F)F N-((6-(trifluoromethyl)tetrahydro-2H-pyran-3-yl)methyl)ethanamine